2-fluoro-6-[[3-(4-pyridyl)-1H-indazol-5-yl]amino]benzonitrile FC1=C(C#N)C(=CC=C1)NC=1C=C2C(=NNC2=CC1)C1=CC=NC=C1